alpha-fluorophenethyl alcohol FC(CC1=CC=CC=C1)O